N-(5-chloro-6-phenoxy-3-pyridyl)-6-(1,6-diazaspiro[3.3]heptan-6-yl)pyrido[3,2-d]pyrimidin-4-amine ClC=1C=C(C=NC1OC1=CC=CC=C1)NC=1C2=C(N=CN1)C=CC(=N2)N2CC1(CCN1)C2